C(CCCCCCCCCCCCCCCCC)(=O)OCCOC(CCCCCCCCCCCCCCCCC)=O Ethyleneglycol Distearate